6-Chloro-8-(1H-pyrazol-4-yl)-9-(2,2,2-trifluoro-ethyl)-9H-pyrido[3,4-b]indole ClC=1C=C2C3=C(N(C2=C(C1)C=1C=NNC1)CC(F)(F)F)C=NC=C3